O1C(=CC=C1C=1OC2=C(N1)C=C(C=C2)N)C=2OC1=C(N2)C=C(C=C1)N 2,2'-(furan-2,5-diyl)bis(benzo[d]oxazole-5-amine)